F[C@@H]1[C@H](CNC1)NC1=NC(=CC=C1)C1=CN=C2N1C=C(C(=C2)OC)C2(CC2)C(F)(F)F N-((3S,4S)-4-fluoropyrrolidin-3-yl)-6-(7-methoxy-6-(1-(trifluoromethyl)cyclopropyl)imidazo[1,2-a]pyridin-3-yl)pyridin-2-amine